COC1=CC=C(C(=O)OC(C)(CCCC(C=C)C)C)C=C1 2,6-dimethyloct-7-en-2-yl 4-methoxybenzoate